The molecule is a 1,3-diglyceride in which the acyl groups at positions 1 and 3 are specified as palmitoyl and oleoyl respectively (the R-stereoisomer). It is a 1-oleoyl-3-palmitoylglycerol, a 1,3-diacyl-sn-glycerol and a diacylglycerol 34:1. CCCCCCCCCCCCCCCC(=O)OC[C@H](COC(=O)CCCCCCC/C=C\\CCCCCCCC)O